The molecule is a dihydroxyflavanone that is 5,7-dihydroxyflavanone substituted by a prenyloxy group at position 4' (the 2S stereoisomer). Isolated from Selinum vaginatum and Monotes engleri, it exhibits antifungal activity. It has a role as an antifungal agent and a plant metabolite. It is a dihydroxyflavanone, an aromatic ether and a (2S)-flavan-4-one. It derives from a (S)-naringenin. CC(=CCOC1=CC=C(C=C1)[C@@H]2CC(=O)C3=C(C=C(C=C3O2)O)O)C